CN1C(N(C2=C1C=CC(=C2)[N+](=O)[O-])C)=O Dimethyl-6-nitro-1,3-dihydro-2H-benzo[d]imidazol-2-one